S1C=NC2=C1C=C(C=C2)\C=C\2/N=C(NC2=O)N[C@H](C(=O)OC)CC(C)C Methyl (2S)-2-[[(4Z)-4-(1,3-benzothiazol-6-ylmethylene)-5-oxo-1H-imidazol-2-yl] amino]-4-methyl-pentanoate